ClCOC(=O)N1C=CC2=CC=CC(=C12)F 7-fluoro-1H-indole-1-carboxylic acid chloromethyl ester